OC1(CCC(CC1)NC(=O)C=1C2=C(N=C(N1)N1C=NC=C1)C=CN2)C N-((1s,4s)-4-hydroxy-4-methylcyclohexyl)-2-(1H-imidazol-1-yl)-5H-pyrrolo[3,2-d]pyrimidine-4-carboxamide